1-(4-(6-chloro-7-(6-methyl-1H-indazol-4-yl)quinazolin-4-yl)piperazin-1-yl)prop-2-en-1-one ClC=1C=C2C(=NC=NC2=CC1C1=C2C=NNC2=CC(=C1)C)N1CCN(CC1)C(C=C)=O